3-[7-(aminocarbonyl)-5-fluoro-2H-indazol-2-yl]-1-methylpyrrolidinium trifluoroacetate FC(C(=O)[O-])(F)F.NC(=O)C1=CC(=CC2=CN(N=C12)C1C[NH+](CC1)C)F